COC1=NC=CC(=C1)N1CC2CCC(C1)C2NC(O)=O N-[(8-endo)-3-(2-methoxy-4-pyridyl)-3-azabicyclo[3.2.1]Octane-8-yl]Carbamic acid